2-Chloro-4-((3S)-8-(4-(4-((4-(2-((2,6-dioxopiperidin-3-yl)amino)phenyl)piperazine-1-yl)methyl)piperidine-1-carbonyl)phenyl)-3-methyl-2,8-diazaspiro[4.5]dec-2-yl)benzonitrile ClC1=C(C#N)C=CC(=C1)N1CC2(C[C@@H]1C)CCN(CC2)C2=CC=C(C=C2)C(=O)N2CCC(CC2)CN2CCN(CC2)C2=C(C=CC=C2)NC2C(NC(CC2)=O)=O